N-((4-(7-aminoheptanoylamino)phenyl)carbamoyl)-4-(tert-butyl)benzamide NCCCCCCC(=O)NC1=CC=C(C=C1)NC(=O)NC(C1=CC=C(C=C1)C(C)(C)C)=O